N-(3-(2-((4-(dimethylamino)cyclohexyl)amino)quinazolin-6-yl)-2,4-difluorophenyl)-5-fluoropyridine-3-sulfonamide CN(C1CCC(CC1)NC1=NC2=CC=C(C=C2C=N1)C=1C(=C(C=CC1F)NS(=O)(=O)C=1C=NC=C(C1)F)F)C